3-(3,4-Dimethoxyphenyl)-5-(piperidin-4-yl)-1,2,4-oxadiazole COC=1C=C(C=CC1OC)C1=NOC(=N1)C1CCNCC1